[Ag].[Pt].[Pd] palladium-platinum-silver